BrC=1C=CC(=C(OCC)C1)C#N 2-(5-bromo-2-cyanophenoxy)ethane